(2S,4R)-2-methyl-1-propionyl-1,2,3,4-tetrahydroquinoline C[C@@H]1N(C2=CC=CC=C2CC1)C(CC)=O